FC1=C(C(=O)O[C@H]2[C@H](OC3=CC(=CC(=C3C2)O)O)C2=CC(=C(C=C2)O)O)C=C(C(=C1O)O)O (2R,3R)-2-(3,4-dihydroxyphenyl)-5,7-dihydroxychroman-3-yl 2-fluoro-3,4,5-trihydroxybenzoate